6'-(trifluoromethyl)-5,6-dihydro-[3,3'-bipyridine]-1,6(4H)-dicarboxylic acid 6-tert-butyl ester C(C)(C)(C)OC(=O)C1CCC(=CN1C(=O)O)C=1C=NC(=CC1)C(F)(F)F